Tert-butyl N-[4-[[4-[4-(2,6-dibenzyloxy-3-pyridyl)-2-fluoro-phenyl]piperazin-1-yl]methyl]-4-fluoro-cyclohexyl]carbamate C(C1=CC=CC=C1)OC1=NC(=CC=C1C1=CC(=C(C=C1)N1CCN(CC1)CC1(CCC(CC1)NC(OC(C)(C)C)=O)F)F)OCC1=CC=CC=C1